3-[[6,7-dichloro-3-(1-tetrahydropyran-2-ylpyrazol-4-yl)-1H-indol-4-yl]oxy]propan-1-ol ClC1=CC(=C2C(=CNC2=C1Cl)C=1C=NN(C1)C1OCCCC1)OCCCO